O/C(=C(/C(=O)OCC)\C1=C(OC(C2=CC=CC=C12)=O)C1=NC=C(C=C1)C)/C Ethyl (E)-3-hydroxy-2-(3-(5-methylpyridin-2-yl)-1-oxo-1H-isochromen-4-yl)but-2-enoate